BrC=1C=C(C=C(C1)Br)N1[C@@H](CCC1)C (R)-1-(3,5-dibromophenyl)-2-methylpyrrolidine